BrC1=CC(=NC=C1)OCCC([C@H](C)N)(F)F (S)-5-((4-bromopyridin-2-yl)oxy)-3,3-difluoropentan-2-amine